COC1=CC=C(C=N1)CN1C[C@H]2COC[C@@H](C1)N2 (1R,5S)-7-((6-methoxypyridin-3-yl)methyl)-3-oxa-7,9-diazabicyclo[3.3.1]nonane